C(C)(C)(C)OC(=O)N1CCC(=CC1)CCl tert-Butyl-4-(chloromethyl)-3,6-dihydropyridin-1(2H)-carboxylate